ClC=1C=C(C=C(C1)Cl)C=1N=CC=C2C(=C(C=NC12)C(=O)N[C@H]1CCCC2=CC=CC=C12)N(C)C 8-(3,5-dichlorophenyl)-4-(dimethylamino)-N-[(1S)-tetralin-1-yl]-1,7-naphthyridine-3-carboxamide